tert-butyl ((4-cyano-5-iodo-1H-imidazol-2-yl)methyl)(ethyl)-carbamate C(#N)C=1N=C(NC1I)CN(C(OC(C)(C)C)=O)CC